[C@H]1([C@H](O)[C@@H](O)[C@@H](O)[C@H](O1)CO)O[C@H]([C@H](C=O)O)[C@H](O)[C@H](O)CO[C@@H]1[C@H](O)[C@@H](O)[C@@H](O)[C@H](O1)CO α-D-Galactopyranosyl-(1→3)-[α-D-galactopyranosyl-(1→6)]-D-glucose